S1C(=CC=C1)CN(C(=O)OCCOCCOCC1=NC(=CC=C1)COCCOCCOC(=O)N(CC=1SC=CC1)CC=1SC=CC1)CC=1SC=CC1 2-[({bis[(2-thienyl)methyl]aminocarbonyloxy}ethoxyethoxy)methyl]-6-[({bis[(2-thienyl)methyl]aminocarbonyloxy}ethoxyethoxy)methyl]pyridine